C(C)C1C=NN(C1)C(=NS(=O)(=O)C1=CC=CS1)NCC 5-(N-((4-ethyl-4,5-dihydro-1H-pyrazol-1-yl)(ethylamino)methylene)sulfamoyl)thiophen